N=1C=C(N2C1C=NC=C2)CN2CC1=C(CC2)C(=CS1)C(=O)NC1=CC(=CC=C1)C(F)(F)F 6-(imidazo[1,2-a]pyrazin-3-ylmethyl)-N-(3-(trifluoromethyl)phenyl)-4,5,6,7-tetrahydrothieno[2,3-c]pyridine-3-carboxamide